N-(2-fluoro-4-(4,4,5,5-tetramethyl-1,3,2-dioxaborolan-2-yl)benzyl)-5-methyl[1,2,4]triazolo[4,3-a]pyridin-3-amine FC1=C(CNC2=NN=C3N2C(=CC=C3)C)C=CC(=C1)B1OC(C(O1)(C)C)(C)C